tert-butyl 4-amino-2-(methoxy)benzoate NC1=CC(=C(C(=O)OC(C)(C)C)C=C1)OC